CC=1NC=CN1 2-methyl-Imidazole